tert-butyl N-[(2S)-1-(4-carbamoyl-3-fluorophenyl)-3-(1,3-dioxo-2,3-dihydro-1H-isoindol-2-yl)propan-2-yl]carbamate C(N)(=O)C1=C(C=C(C=C1)C[C@@H](CN1C(C2=CC=CC=C2C1=O)=O)NC(OC(C)(C)C)=O)F